C1[C@@H]([C@H]([C@@H]([C@H](C1=O)O)O)O)[NH3+] The molecule is an organic cation obtained by protonation of the amino group of 3-amino-2,3-dideoxy-scyllo-inosose; major species at pH 7.3. It is an ammonium ion derivative and an organic cation. It is a conjugate acid of a 3-amino-2,3-dideoxy-scyllo-inosose.